ClC1=NN(C2=CC=C(C=C12)COC1=CC=C2C=C(COC2=C1)CN1CCC(CC1)C(=O)O)CCC 1-[7-(3-chloro-1-propyl-1H-indazol-5-ylmethoxy)-2H-chromen-3-ylmethyl]-piperidine-4-carboxylic acid